C1(=CC=CC=C1)C#CC1=CC=C(C=C1)Cl 4-(phenylethynyl)chlorobenzene